4-[1-(3,4-difluorophenyl)-4-hydroxy-2-(2-methoxy-1,1-dimethyl-ethyl)indol-3-yl]-3-fluoro-benzoic acid FC=1C=C(C=CC1F)N1C(=C(C2=C(C=CC=C12)O)C1=C(C=C(C(=O)O)C=C1)F)C(COC)(C)C